1-octadecanoyl-2-(4Z,7Z,10Z,13Z,16Z-docosapentaenoyl)-sn-glycero-3-phosphocholine CCCCCCCCCCCCCCCCCC(=O)OC[C@H](COP(=O)([O-])OCC[N+](C)(C)C)OC(=O)CC/C=C\C/C=C\C/C=C\C/C=C\C/C=C\CCCCC